CC1=NOC(=C1C(=O)OCCCN1N=C(C=2C(NCC3(CCOCC3)CC21)=O)CC)C 3-(3-ethyl-4-oxo-spiro[6,8-dihydro-5H-pyrazolo[4,3-c]azepine-7,4'-tetrahydropyran]-1-yl)propyl 3,5-dimethylisoxazole-4-carboxylate